1-ethyl-1,4-butanediamine C(C)C(CCCN)N